(1S,3S,3aS)-3-(benzenesulfonylmethyl)-1-[4-[bis(4-methoxyphenyl)-phenyl-methoxy]butoxy]-3a,4,5,6-tetrahydro-3H-pyrrolo[1,2-c][1,3,2]oxazaphosphole C1(=CC=CC=C1)S(=O)(=O)C[C@@H]1[C@H]2N([P@](O1)OCCCCOC(C1=CC=CC=C1)(C1=CC=C(C=C1)OC)C1=CC=C(C=C1)OC)CCC2